N-(3-(2-chloro-3-(3-(4-hydroxypiperidin-1-yl)propoxy)phenyl)anilino)benzisothiazol ClC1=C(C=CC=C1OCCCN1CCC(CC1)O)C=1C=C(NN2SC3=C(C2)C=CC=C3)C=CC1